(R)-[5-(4,5-Dihydro-furan-3-yl)-pyridin-3-yl]-(1,3-dimethyl-azetidin-3-yl)-(4-isopropyl-phenyl)-methanol O1C=C(CC1)C=1C=C(C=NC1)[C@@](O)(C1=CC=C(C=C1)C(C)C)C1(CN(C1)C)C